FC1=C(C=C(C#N)C=C1)CC1N(C(C2=CC=CC=C12)=O)CC1=CC2=C(NC(O2)=O)C=C1 4-fluoro-3-((3-oxo-2-((2-oxo-2,3-dihydrobenzo[d]oxazol-6-yl)methyl)isoindolin-1-yl)methyl)benzonitrile